2-bromo-1-(3,5-difluorophenyl)ethan-1-one BrCC(=O)C1=CC(=CC(=C1)F)F